((1R,3s,5S)-8-azabicyclo[3.2.1]oct-3-yl)-3-chloro-N-methyl-4-((1S,2S)-2-(2-methylquinazolin-4-yl)cyclopropyl)benzamide [C@H]12CC(C[C@H](CC1)N2)C2=C(C(=O)NC)C=CC(=C2Cl)[C@@H]2[C@H](C2)C2=NC(=NC1=CC=CC=C21)C